CN1NC2C=3C(=C4C(C=NC13)=NC(=N4)C)N(CC2=O)C2=C4C=NNC4=CC=C2C 5,9-dimethyl-1-(5-methyl-1H-indazol-4-yl)-4,5-dihydro-1,4,5,6,8,10-hexaazabenzo[cd]cyclopenta[f]azulen-3(1H)-one